N-(2,4-dimethoxybenzyl)-2-(4-methyl-1H-pyrazol-1-yl)-5-nitrobenzenesulfonamide COC1=C(CNS(=O)(=O)C2=C(C=CC(=C2)[N+](=O)[O-])N2N=CC(=C2)C)C=CC(=C1)OC